C1(CC1)S(=O)(=O)NC1=CC(=NC=C1)C(NC(=O)C=1SC(=CN1)C1=NC(=CN=C1)OCC)C1CCOCC1 N-[(4-cyclopropanesulfonamidopyridin-2-yl)(oxan-4-yl)methyl]-5-(6-ethoxypyrazin-2-yl)-1,3-thiazole-2-carboxamide